C1(=CC=C(C=C1)C[C@H]1C[C@@H](N(C1)C(=O)O)C(=O)O)C1=CC=CC=C1 (2R,4S)-4-([1,1'-biphenyl]-4-ylmethyl)pyrrolidine-1,2-dicarboxylic acid